ethyl 2-(3-methyl-1H-indazol-1-yl)acetate CC1=NN(C2=CC=CC=C12)CC(=O)OCC